O=C1N(CC2=CC(=CC=C12)CN1CCN(CC1)C=1C2=C(N=CN1)SC(=C2)C2=CC=CC=C2)C2C(NC(CC2)=O)=O 3-(1-oxo-5-((4-(6-phenylthieno[2,3-d]pyrimidin-4-yl)piperazin-1-yl)methyl)isoindolin-2-yl)piperidine-2,6-dione